C(#N)C=1C=C(C=C(C1)F)N1CCN(CC1)C(=O)OCCC1CCN(CC1)CC1=CC=CC=C1 2-(1-benzylpiperidin-4-yl)ethyl 4-(3-cyano-5-fluorophenyl)piperazine-1-carboxylate